CC1=C(C(=C(C=C1)[N+](=O)[O-])C)N1CCN(CC1)C(=O)OC(C)(C)C tert-butyl 4-(2,6-dimethyl-5-nitro-phenyl)piperazine-1-carboxylate